3-amino-7-(dimethylamino)-2-methylphenothiazine-5-ium chloride [Cl-].NC=1C(=CC2=NC3=CC=C(C=C3[S+]=C2C1)N(C)C)C